rac-(2R)-6-chloro-N-{3-[2-(4-chloro-3-fluorophenoxy)acetamido]bicyclo[1.1.1]pent-1-yl}-4-[(1S,2S)-2-fluorocyclopropane-1-carbonyl]-3,4-dihydro-2H-1,4-benzoxazine-2-carboxamide ClC=1C=CC2=C(N(C[C@@H](O2)C(=O)NC23CC(C2)(C3)NC(COC3=CC(=C(C=C3)Cl)F)=O)C(=O)[C@H]3[C@H](C3)F)C1 |&1:8|